CS(=O)(=O)OC L-1-Methyl MethaneSulfonate